6-chloro-4-iodopyridin-3-amine hydrochloride Cl.ClC1=CC(=C(C=N1)N)I